tert-Butyl trans-4-(2-(2-(1H-benzo[d]imidazol-2-yl) cyclopropane-1-carboxamido)propanamido)piperidine-1-carboxylate N1C(=NC2=C1C=CC=C2)[C@H]2[C@@H](C2)C(=O)NC(C(=O)NC2CCN(CC2)C(=O)OC(C)(C)C)C